tert-butyl (3R,4R)-3-(3,4-dichlorophenyl)-4-{[2-(phenylamino)ethyl]amino}piperidine-1-carboxylate ClC=1C=C(C=CC1Cl)[C@@H]1CN(CC[C@H]1NCCNC1=CC=CC=C1)C(=O)OC(C)(C)C